6-bromo-6'-(methylsulfanyl)-2,3'-bipyridine BrC1=CC=CC(=N1)C=1C=NC(=CC1)SC